ClC1=C(C=C2C=C(N=CC2=C1)NC=1C=NN(C1Cl)C1CC1)N1CCN(CC1)[C@@]1([C@@H](COC1)O)C |o1:27,28| (3S,4S) or (3R,4R)-4-(4-(7-chloro-3-((5-chloro-1-cyclopropyl-1H-pyrazol-4-yl)amino)isoquinolin-6-yl)piperazin-1-yl)-4-methyltetrahydrofuran-3-ol